Fmoc-Beta-homolysine C(=O)(OCC1C2=CC=CC=C2C2=CC=CC=C12)N[C@@H](CCCCN)CC(=O)O